C1CO[C@@H]([C@@H]([C@@H]1O)O)CO 1,2-deoxygalactose